6-methyl-8-oxo-1-(tetrahydro-2H-pyran-4-yl)-6,8-dihydro-3H-spiro[dipyrrolo[2,3-b:3',2'-d]pyridine-7,4'-piperidine]-1'-carboxylic acid tert-butyl ester C(C)(C)(C)OC(=O)N1CCC2(CC1)C(C1=C3C(=NC=C1N2C)NC=C3C3CCOCC3)=O